(R)-3-Hydroxymethyl-4-(3,4-dimethoxyphenyl)-butyric acid tert-butyl ester C(C)(C)(C)OC(C[C@@H](CC1=CC(=C(C=C1)OC)OC)CO)=O